FC=1C=C(C=C(C1)O)C1=CC=C2CCC(C2=C1)=O (2Z)-6-(3-fluoro-5-hydroxyphenyl)-2,3-dihydro-1H-inden-1-one